Sodium proline decanoate C(CCCCCCCCC)(=O)[O-].N1[C@@H](CCC1)C(=O)O.[Na+]